5-Methyl-N-[rac-(1S)-3,3-dimethyl-1-[[[rac-(2R)-2-chloro-2-fluoro-acetyl]-[[rac-(3S)-2-oxopyrrolidin-3-yl]methyl]amino]carbamoyl]butyl]isoxazole-3-carboxamide CC1=CC(=NO1)C(=O)N[C@@H](CC(C)(C)C)C(NN(C[C@H]1C(NCC1)=O)C([C@H](F)Cl)=O)=O |r|